C(=O)(SN1C(SCC1)=S)SSSSC(=O)SN1C(SCC1)=S 3,3'-tetrathiobis(carbonylthio)bis(thiazolidine-2-thione)